FC1=CC=C(CN2C(=NC=3C2=NC=CC3)CCC(=O)N[C@@H](C)C3=NC=CC=C3)C=C1 3-[3-(4-Fluoro-benzyl)-3H-imidazo[4,5-b]pyridin-2-yl]-N-((S)-1-pyridin-2-yl-ethyl)-propionamide